1-[3-chloro-4-(1-hydroxyethyl)-6-[6-[(6-methylpyridazin-3-yl)amino]benzimidazol-1-yl]-2-pyridyl]-5-methyl-pyrazole-3-carbonitrile ClC=1C(=NC(=CC1C(C)O)N1C=NC2=C1C=C(C=C2)NC=2N=NC(=CC2)C)N2N=C(C=C2C)C#N